(S)-2-amino-N-(2-(4'-(trifluoromethyl)-[1,1'-biphenyl]-4-yl)ethyl)butanamide hydrochloride Cl.N[C@H](C(=O)NCCC1=CC=C(C=C1)C1=CC=C(C=C1)C(F)(F)F)CC